1-[(3-{2,4-Difluoro-3-[(4-methoxyphenyl)methoxy]phenyl}-1,2-oxazol-5-yl)methyl]-3-methyl-1,2,3,4-tetrahydropyrimidine-2,4-dione FC1=C(C=CC(=C1OCC1=CC=C(C=C1)OC)F)C1=NOC(=C1)CN1C(N(C(C=C1)=O)C)=O